1-butyl-3,4-dimethylpiperidinium C(CCC)[NH+]1CC(C(CC1)C)C